6-(4-Chloro-2-(4-methyl-4H-1,2,4-triazol-3-yl)phenyl)-2-(4-(1-((cyclobutyl-methyl)amino)ethyl)-6-methylpyridin-2-yl)isoindolin-1-one ClC1=CC(=C(C=C1)C1=CC=C2CN(C(C2=C1)=O)C1=NC(=CC(=C1)C(C)NCC1CCC1)C)C1=NN=CN1C